alpha-mannosyl-cholesterol [C@H]1([C@@H](O)[C@@H](O)[C@H](O)[C@H](O1)CO)CC(C)CCC[C@@H](C)[C@H]1CC[C@H]2[C@@H]3CC=C4C[C@@H](O)CC[C@]4(C)[C@H]3CC[C@]12C